C(C)NS(=O)(=O)C=1C=C(C=CC1C1=CN=C(S1)[C@@H]1CC[C@H](CC1)NC(=O)OC(C)C)CC(=O)OC methyl trans-2-[3-(ethylsulfamoyl)-4-[2-[4-(isopropoxycarbonylamino) cyclohexyl]thiazol-5-yl]phenyl]acetate